2-(1-amino-1,3-dihydrospiro[indene-2,4'-piperidin]-1'-yl)-5-(3,4-dichloro-2-methyl-2H-indazol-5-yl)-7H-pyrrolo[2,3-d]pyrimidine-4-carboxamide NC1C2=CC=CC=C2CC12CCN(CC2)C=2N=C(C1=C(N2)NC=C1C1=C(C2=C(N(N=C2C=C1)C)Cl)Cl)C(=O)N